[N+](=O)([O-])C1=C(C=C(C=C1)[N+](=O)[O-])C1=C(C=CC=C1N1C2=C(C3=CC=CC=C13)C=CN=C2)N2C1=C(C3=CC=CC=C23)C=CN=C1 2,5-dinitro-2',6'-bis(9H-pyrido[3,4-b]indol-9-yl)-[1,1'-biphenyl]